BrC=1C=C(C2=C(CCO2)C1)F 5-bromo-7-fluoro-2,3-dihydro-1-benzofuran